ethyl 4-bromo-1-(5-(2-(dimethylamino)ethoxy)-2-nitrophenyl)-1H-pyrrole-2-carboxylate BrC=1C=C(N(C1)C1=C(C=CC(=C1)OCCN(C)C)[N+](=O)[O-])C(=O)OCC